ClC=1C=C(N)C=C(C1C(F)(F)F)C1=C(C=2N=C(N=C(C2C=N1)N1CC(OCC1)C)OC[C@]12CCCN2C[C@@H](C1)F)F 3-chloro-5-(8-fluoro-2-(((2R,7aS)-2-fluorotetrahydro-1H-pyrrolizin-7a(5H)-yl)methoxy)-4-(2-methylmorpholino)pyrido[4,3-d]pyrimidin-7-yl)-4-(trifluoromethyl)aniline